C(C)OC(CCN([C@H](CC#N)C)C(=O)OC(C)(C)C)=O (S)-3-((tert-Butoxycarbonyl)(1-cyanopropan-2-yl)amino)propanoic acid ethyl ester